BrC1=CC=C(C=C1)C(C(CC(=O)O)(C)C(=O)OC)C 4-(4-bromophenyl)-3-(methoxycarbonyl)-3-methylvaleric acid